1-(tert-Butoxycarbonyl)piperazine C(C)(C)(C)OC(=O)N1CCNCC1